3-(benzylthio-thiocarbonylthio)propionic acid C(C1=CC=CC=C1)SC(=S)SCCC(=O)O